2-bromo-5-(methylthio)pyrazine BrC1=NC=C(N=C1)SC